(2S,4R)-1-(1-chlorocyclopropane-1-carbonyl)-4-fluoropyrrolidine-2-carboxylic acid ClC1(CC1)C(=O)N1[C@@H](C[C@H](C1)F)C(=O)O